C1(CCCCC1)N(S(=O)(=O)NC1=NOC2=C1CC1(C3=CC=C(C=C32)N3CCC3)CC1)C N-cyclohexyl-N-methyl[8'-(azetidin-1-yl)-4'H-spiro[cyclopropane-1,5'-naphtho[2,1-d][1,2]oxazol]-3'-ylamino]sulfonamide